N1(N=CC=C1)C1=CC=C(C=C1)C1=NC(=CC(=N1)C=O)C(=O)N1CCN(CC1)S(=O)(=O)C 2-(4-(1h-pyrazol-1-yl)phenyl)-6-(4-(methylsulfonyl)piperazin-1-carbonyl)pyrimidine-4-formaldehyde